5-[3-(2,4-dimethylphenyl)-1H-pyrazol-1-yl]-2-methylbenzylcarbamic acid methyl ester COC(NCC1=C(C=CC(=C1)N1N=C(C=C1)C1=C(C=C(C=C1)C)C)C)=O